pentaboric acid ammonium [NH4+].B(O)(O)O.B(O)(O)O.B(O)(O)O.B(O)(O)O.B(O)(O)O